N-{[2-(4-ethylphenyl)imidazo[1,2-a]pyridin-3-yl]methyl}-N-(3-methylbenzyl)amine C(C)C1=CC=C(C=C1)C=1N=C2N(C=CC=C2)C1CNCC1=CC(=CC=C1)C